C[C@@H]1O[C@@H](CN(C1)C1=NC=CC(=C1)OC1=CC(=C(C=C1)NC=1C2=C(N=CN1)NC=C2C2CCN(CC2)C(C=C)=O)F)C 1-(4-(4-((4-((2-((2S,6R)-2,6-dimethylmorpholino)pyridin-4-yl)oxy)-2-fluorophenyl)amino)-7H-pyrrolo[2,3-d]pyrimidin-5-yl)piperidin-1-yl)prop-2-en-1-one